N1=C(C=CC=C1)C=1C(C(NC1)=O)=O pyridylpyrroledione